(-)-(4aR,8aS)-6-[4-[[2-Chloro-4-(trifluoromethoxy)phenoxy]methyl]piperidine-1-carbonyl]-4,4a,5,7,8,8a-hexahydropyrido[4,3-b][1,4]oxazin-3-one ClC1=C(OCC2CCN(CC2)C(=O)N2C[C@@H]3[C@@H](OCC(N3)=O)CC2)C=CC(=C1)OC(F)(F)F